BrC1=C(C(=CC(=C1)C(C(F)(F)F)(C(F)(F)F)F)C(F)(F)F)NC(C1=C(C(=CC=C1)N(C(C1=CC=C(C=C1)Cl)=O)CC1CC1)F)=O N-[2-bromo-4-(1,1,1,2,3,3,3-heptafluoroprop-2-yl)-6-(trifluoromethyl)phenyl]-3-[N-(cyclopropylmethyl)-4-chlorobenzamido]-2-fluorobenzamide